3-methyl-1,7-heptanediamine CC(CCN)CCCCN